ethyl (E)-3-[3-[[5-amino-1-[5-[4,6-difluoro-1-(2-trimethylsilylethoxymethyl)indol-5-yl]oxy-2-fluoro-phenyl]pyrazol-3-yl]methyl]phenyl]prop-2-enoate NC1=CC(=NN1C1=C(C=CC(=C1)OC=1C(=C2C=CN(C2=CC1F)COCC[Si](C)(C)C)F)F)CC=1C=C(C=CC1)/C=C/C(=O)OCC